NC1=C(C(=O)OC)C=C(C(=C1)C(F)(F)F)F methyl 2-amino-5-fluoro-4-(trifluoro-methyl)benzoate